OC1=CC=C(C=C1)C(C(=O)OC)C(C)C methyl 2-(4-hydroxyphenyl)-3-methylbutyrate